ClC1=CC(=C(C=C1)C(C(=O)C1=CNC2=C(C=C(C=C12)OC(F)(F)F)C)NC1=CC(=CC(=C1)S(=O)(=O)C)OC)OC 2-(4-chloro-2-methoxyphenyl)-2-((3-methoxy-5-(methylsulfonyl)phenyl)amino)-1-(7-methyl-5-(trifluoromethoxy)-1H-indol-3-yl)ethanone